The molecule is a methyl-branched fatty acid that is pentadecanoic acid substituted by a methyl group at position 14. It is a biomarker for rheumatoid arthritis. It has a role as a biomarker and a mammalian metabolite. It is a branched-chain saturated fatty acid, a methyl-branched fatty acid and a long-chain fatty acid. It derives from a pentadecanoic acid. CC(C)CCCCCCCCCCCCC(=O)O